(5-chloro-1-allyl-2-oxoindolin-3-ylidene)hydrazinodithio-carboxylic acid methyl ester CSC(=S)NN=C1C(N(C2=CC=C(C=C12)Cl)CC=C)=O